3-((2,6-dichloro-1-(1-isopropyl-1H-pyrazol-4-yl)-1H-indol-3-yl)thio)benzoic acid ClC=1N(C2=CC(=CC=C2C1SC=1C=C(C(=O)O)C=CC1)Cl)C=1C=NN(C1)C(C)C